4-(4-(5-oxa-2-azaspiro[3.4]octan-2-ylmethyl)-2-fluorobenzylamino)-2-(2,6-dioxopiperidin-3-yl)isoindoline-1,3-dione C1N(CC12OCCC2)CC2=CC(=C(CNC1=C3C(N(C(C3=CC=C1)=O)C1C(NC(CC1)=O)=O)=O)C=C2)F